C(C1=CC=CC=C1)[N+]1=CC=C(C=C1)C1=CC=[N+](C=C1)CC1=CC=CC=C1 dibenzyl-4,4'-bipyridinium